methylphenazinium Methyl-Sulfate COS(=O)(=O)[O-].CC1=CC=CC2=[NH+]C3=CC=CC=C3N=C12